OC[C@H]1C(N(CC1)C(C)C1=CC=C(C=C1)OC)=O (3S)-3-(hydroxymethyl)-1-(1-(4-methoxyphenyl)ethyl)pyrrolidin-2-one